2-methyl-1,3-diphenyl-1,3-propyleneglycol dibenzoate C(C1=CC=CC=C1)(=O)OC(C(C(C1=CC=CC=C1)OC(C1=CC=CC=C1)=O)C)C1=CC=CC=C1